ClC=1C=C(C(=O)NC2=C3C(N(C(=NC3=C(C=C2)C)C)CC2=C(C=CC=C2)OC(F)(F)F)=O)C=C(C1O)Cl 3,5-dichloro-N-(2,8-dimethyl-4-oxo-3-(2-(trifluoromethoxy)benzyl)-3,4-dihydroquinazolin-5-yl)-4-hydroxybenzamide